3-(1-(difluoromethyl)-3-methyl-1H-pyrazol-4-yl)-7,8-dihydro-1,6-naphthyridin FC(N1N=C(C(=C1)C=1C=NC=2CCN=CC2C1)C)F